2-(isoindolin-2-ylmethyl)-5-((1-(oxetan-3-ylsulfonyl)piperidin-4-yl)methoxy)-4H-pyran-4-one C1N(CC2=CC=CC=C12)CC=1OC=C(C(C1)=O)OCC1CCN(CC1)S(=O)(=O)C1COC1